C1(CCCCC1)N1CC2(CC1)CCN(CC2)C=2C1=C(N=C(N2)C2=CC=NC=C2)C=NC=C1 4-(2-cyclohexyl-2,8-diazaspiro[4.5]decan-8-yl)-2-(pyridin-4-yl)pyrido[3,4-d]pyrimidine